Ethyl 5-(3-(trifluoromethyl)phenyl)-1,3,4-oxadiazole-2-carboxylate FC(C=1C=C(C=CC1)C1=NN=C(O1)C(=O)OCC)(F)F